[N+](#[C-])C1=CC(=C(C(=O)OCC(=O)NC2=C(C=CC=C2)Cl)C(=C1)C)C 2-((2-chlorophenyl)amino)-2-oxoethyl 4-isocyano-2,6-dimethylbenzoate